COC(C1=C(C=C(C(=C1)N)F)F)=O 5-amino-2,4-difluorobenzoic acid methyl ester